Cl.C(C)N(C=1C(=C(C(=O)NCC=2C(NC(=C(C2C(C)C)F)C)=O)C=C(C1)C=1C=NC(=CC1)N1CCNCC1)C)C1CCOCC1 3-(ethyl(tetrahydro-2H-pyran-4-yl)amino)-N-((5-fluoro-4-isopropyl-6-methyl-2-oxo-1,2-dihydropyridin-3-yl)methyl)-2-methyl-5-(6-(piperazin-1-yl)pyridin-3-yl)benzamide hydrochloride